2-[2-(aminomethyl)-3,3-difluoro-allyl]-7-[2-(3,4-dihydro-2H-pyrido[3,2-b][1,4]oxazin-7-yl)ethynyl]-[1,2,4]triazolo[4,3-a]pyridin-3-one NCC(CN1N=C2N(C=CC(=C2)C#CC2=CC=3OCCNC3N=C2)C1=O)=C(F)F